2-chloro-6-(trichloromethyl)pyridine ClC1=NC(=CC=C1)C(Cl)(Cl)Cl